C(CC(=O)C)(=O)N[C@@H](C)C(=O)O acetoacetyl-alanine